BrC1=C(C=CC(=C1C)OC)NC(=S)C1CC1 N-(2-Bromo-4-methoxy-3-methylphenyl)cyclopropanethioamide